chloropropyl-trimethoxysilane ClCCC[Si](OC)(OC)OC